FC1(CN(CCC1)C)F 3,3-difluoro-1-methylpiperidin